2-Chloro-2-(4-bromophenyl)-N-phenylacetic acid amide ClC(C(=O)NC1=CC=CC=C1)C1=CC=C(C=C1)Br